6-chloro-2-((2-(methylamino)ethoxy)methyl)-3-neopentylquinazolin-4(3H)-one bishydrochloride salt Cl.Cl.ClC=1C=C2C(N(C(=NC2=CC1)COCCNC)CC(C)(C)C)=O